C(C)(C)(C)OC(=O)N1CC2=CC=C(C=C2C1)C1=CC2=C(SC=C2)C=C1 5-(benzo[b]thiophen-5-yl)isoindoline-2-carboxylic acid tert-butyl ester